2-((butylimino)methyl)-6-fluoro-4-((4-(pyrrolidin-1-yl)phenyl)ethynyl)phenol C(CCC)N=CC1=C(C(=CC(=C1)C#CC1=CC=C(C=C1)N1CCCC1)F)O